N5-(1-(4-(2-(2-aminopyridin-3-yl)-3H-imidazo[4,5-b]pyridin-3-yl)benzyl)piperidin-4-yl)benzo[d]thiazole-2,5-dicarboxamide NC1=NC=CC=C1C1=NC=2C(=NC=CC2)N1C1=CC=C(CN2CCC(CC2)NC(=O)C=2C=CC3=C(N=C(S3)C(=O)N)C2)C=C1